(1R,2S,3R,4R,5R)-2-fluoro-3,4-bis(methoxymethoxy)-6,8-dioxabicyclo[3.2.1]octane F[C@H]1[C@H]2CO[C@@H]([C@@H]([C@H]1OCOC)OCOC)O2